CC(C)(OC(NCCOCCOCCOCCC(=O)O)=O)C 2,2-dimethyl-4-oxo-3,8,11,14-tetraoxa-5-azaheptadecane-17-oic acid